tetrahydropyran-2-ylpyrazolo[3,4-b]pyridin-4-amine O1C(CCCC1)C1=NNC=2N=CC=C(C21)N